2-(6-(4-fluoro-1H-pyrazol-1-yl)pyridin-3-yl)acetamide hydrochloride Cl.FC=1C=NN(C1)C1=CC=C(C=N1)CC(=O)N